Cl.COC(=O)C1=NC2=CC=CC=C2C=C1 quinoline-2-carboxylic acid methyl ester hydrochloride